2-[3-(azetidin-3-yl)-1-bicyclo[1.1.1]pentanyl]-5-chloro-N-ethyl-benzamide N1CC(C1)C12CC(C1)(C2)C2=C(C(=O)NCC)C=C(C=C2)Cl